COC1=C(C(=NC=C1C)S(=O)C)C (4-methoxy-3,5-dimethyl-2-pyridinyl)-methylsulfoxide